1,6-dimethyl-4-[trans-3-methyl-4-(3-methyl-5-piperazin-1-yl-pyrazin-2-yl)-1-piperidyl]pyrazolo[3,4-b]pyridine CN1N=CC=2C1=NC(=CC2N2C[C@H]([C@@H](CC2)C2=NC=C(N=C2C)N2CCNCC2)C)C